(Z)-4-((5-(dimethylamino)thiophen-2-yl)methylene)-3-methylisoxazol-5(4H)-one CN(C1=CC=C(S1)\C=C/1\C(=NOC1=O)C)C